benzyl (R)-2-(((benzyloxy)carbonyl)amino)-3-(7-isopropoxythieno[3,2-b]pyridine-2-carboxamido)propanoate C(C1=CC=CC=C1)OC(=O)N[C@@H](C(=O)OCC1=CC=CC=C1)CNC(=O)C1=CC2=NC=CC(=C2S1)OC(C)C